2-{6-Cyclopropyl-4-[4-fluoro-2-(4-methyl-1,2,4-triazol-3-yl)phenyl]pyridin-2-yl}-4-fluoro-6-({[(1-hydroxycyclobutyl)methyl](methyl)amino}methyl)-3H-isoindol-1-one C1(CC1)C1=CC(=CC(=N1)N1C(C2=CC(=CC(=C2C1)F)CN(C)CC1(CCC1)O)=O)C1=C(C=C(C=C1)F)C1=NN=CN1C